ClC1=CC=[N+](C=C1C(=O)NC1CCCCC1)[O-] 4-Chloro-N-cyclohexanylnicotinamide-1-oxide